C1(CCC=C1)C1C2C=CC(C1)C2 5-(4-Cyclopentenyl)-2-Norbornen